2-((S)-3-carboxybutanoyl)-6-ethynylisoindolin C(=O)(O)[C@H](CC(=O)N1CC2=CC(=CC=C2C1)C#C)C